CC1(OB(OC1(C)C)[C@H]1[C@@H](C1)C(=O)[O-])C trans-2-(4,4,5,5-tetramethyl-1,3,2-dioxaborolan-2-yl)cyclopropanecarboxylate